CN(C(=O)C=1C=C2C(=CC=NC2=CC1OC)OC1=C(C=C(C=C1)NC(=O)C1=C2C(=CN(C1=O)C1=CC=C(C=C1)F)CCO2)F)C N-(4-((6-(dimethylcarbamoyl)-7-methoxyquinolin-4-yl)oxy)-3-fluorophenyl)-5-(4-fluorophenyl)-6-oxo-2,3,5,6-tetrahydrofuro[3,2-c]pyridine-7-carboxamide